N'-[(2-hydroxy-4-pentadecylphenyl)methylene]-3,4-dimethoxybenzoyl-hydrazine (6Z,9Z,27Z,30Z)-hexatriacont-6,9,27,30-tetraen-18-yl-2-(2-Amino-5-guanidinopentanamido)-3-hydroxybutanoate CCCCC\C=C/C\C=C/CCCCCCCC(CCCCCCCC\C=C/C\C=C/CCCCC)OC(C(C(C)O)NC(C(CCCNC(=N)N)N)=O)=O.OC1=C(C=CC(=C1)CCCCCCCCCCCCCCC)C=NNC(C1=CC(=C(C=C1)OC)OC)=O